BrC=1C(=C(C(=C2C(OC(=O)C12)S(=O)(=O)O)Br)Br)Br tetrabromosulfophthalide